(S)-2-(morpholinomethyl)-7-nitroindolin-5-sulfonamide O1CCN(CC1)C[C@H]1NC2=C(C=C(C=C2C1)S(=O)(=O)N)[N+](=O)[O-]